2-((4-(morpholinomethyl)-6-((5-(5-phenyl-1,3,4-oxadiazol-2-yl)thiazol-2-yl)amino)pyridin-2-yl)amino)ethane-1-sulfonamide O1CCN(CC1)CC1=CC(=NC(=C1)NC=1SC(=CN1)C=1OC(=NN1)C1=CC=CC=C1)NCCS(=O)(=O)N